C(C)(C)C1=NOC2=CC=C3C=NC(=NC3=C21)NC2=CC=C(C=N2)N2CCS(CC2)(=O)=O 4-(6-((9-isopropylisoxazolo[5,4-H]quinazolin-2-yl)amino)pyridin-3-yl)thiomorpholine 1,1-dioxide